2-(4-chlorobenzo[d]isoxazol-3-yl)-2-methylpropanoic acid ClC1=CC=CC2=C1C(=NO2)C(C(=O)O)(C)C